CC=1C(=C(C2=CC3=CC=CC=C3C=C2C1)O)CCCCC methyl-n-amylanthrol